Cl.CO[C@@H]1[C@@H](CNC1)O (3R,4S)-4-methoxypyrrolidin-3-ol hydrochloride